phenyl (4-(4-cyano-3-(tri-fluoromethyl)-phenyl)but-3-yn-2-yl)carbamate C(#N)C1=C(C=C(C=C1)C#CC(C)NC(OC1=CC=CC=C1)=O)C(F)(F)F